(RS)-6-(4-(1H-pyrazol-1-yl)phenyl)-2,2-difluoro-7-azaspiro[3.5]nonane-7-carboxylic acid tert-butyl ester C(C)(C)(C)OC(=O)N1[C@H](CC2(CC(C2)(F)F)CC1)C1=CC=C(C=C1)N1N=CC=C1 |r|